C[C@@H]1N(C2=CC=CC=C2[C@@H](C1)NC1=CC=C(C(=O)NNC(CNC(OC(C)(C)C)=O)=O)C=C1)C(CC)=O tert-Butyl {2-[2-(4-{[(2S,4R)-2-methyl-1-propionyl-1,2,3,4-tetrahydroquinolin-4-yl]amino}benzoyl)hydrazinyl]-2-oxoethyl}carbamate